Trans-2-[4-[2-[(1R)-1-hydroxyethyl]-6-(methylamino)imidazo[4,5-c]pyridin-1-yl]cyclohexyl]acetonitrile glycolate C(CO)(=O)O.O[C@H](C)C=1N(C2=C(C=NC(=C2)NC)N1)[C@@H]1CC[C@H](CC1)CC#N